3-cyclopropyl-N-(2-fluoro-2-methyl-propyl)-7-(hydroxymethyl)-N-(2-trimethylsilylethoxymethyl)-7,8-dihydro-6H-cyclopenta[g]isoquinoline-5-sulfonamide C1(CC1)C=1N=CC=2C=C3C(=C(C2C1)S(=O)(=O)N(COCC[Si](C)(C)C)CC(C)(C)F)CC(C3)CO